N-ethyl-3,3-bis(4-hydroxyphenyl)benzopyrrolidone C(C)N1C(C(C2=C1C=CC=C2)(C2=CC=C(C=C2)O)C2=CC=C(C=C2)O)=O